(R)-4-(5-(5-fluoro-2-methoxypyridin-4-yl)-1H-pyrazole-3-carbonyl)-N-((S)-1-(2,2,2-trifluoroethyl)pyrrolidin-3-yl)-4-azaspiro[2.5]octane-7-carboxamide FC=1C(=CC(=NC1)OC)C1=CC(=NN1)C(=O)N1C2(CC2)C[C@@H](CC1)C(=O)N[C@@H]1CN(CC1)CC(F)(F)F